S(C#N)CCO 2-thiocyano-1-ethanol